C(CCCCCC[C@H]1CCC[C@@H]1CCCCCCCC)O.[Na] sodium prostanol